hexafluorophosphoric acid F[P-](F)(F)(F)(F)F.[H+]